Bis(bis(fluorosulfonyl)amino)sulfur FS(=O)(=O)N(S(=O)(=O)F)SN(S(=O)(=O)F)S(=O)(=O)F